8-Amino-4-((7-((R)-3-cyclohexyl-2-methylpropanoyl)-10-hydroxy-7-azaspiro[4.5]decan-10-yl)methyl)-2H-benzo[b][1,4]oxazin-3(4H)-one NC1=CC=CC2=C1OCC(N2CC2(CCN(CC21CCCC1)C([C@@H](CC1CCCCC1)C)=O)O)=O